C(=O)(O)C1C2C=CC(C1)C2 5-carboxybicyclo[2.2.1]-2-heptene